(2S,5R)-5-(3-amino-2-methylphenyl)-6-fluoro-2-(2-hydroxypropan-2-yl)-2,3,4,9-tetrahydro-1H-carbazole-8-carboxamide NC=1C(=C(C=CC1)C1=C2C=3CC[C@@H](CC3NC2=C(C=C1F)C(=O)N)C(C)(C)O)C